1-((1S,4S)-5-(4-((5-chloro-2,4-difluorophenyl)amino)pyrido[3,2-d]pyrimidin-6-yl)-2,5-diazabicyclo[2.2.1]heptan-2-yl)prop-2-en-1-one ClC=1C(=CC(=C(C1)NC=1C2=C(N=CN1)C=CC(=N2)N2[C@@H]1CN([C@H](C2)C1)C(C=C)=O)F)F